ClC1=NC2=C(C=CC=C2C(=N1)NNC(CC(=O)OCC)=O)OC ethyl 3-(2-(2-chloro-8-methoxyquinazolin-4-yl)hydrazinyl)-3-oxopropanoate